COC(=O)C1=CC(=CC2=C1N(C=N2)C(C)C)C(NC2=CC=C(C=C2)OC(F)(F)Cl)=O 5-((4-(Chlorodifluoromethoxy)phenyl)carbamoyl)-1-isopropyl-1H-benzo[d]Imidazole-7-carboxylic acid methyl ester